3-amino-3-(4-bromopyridin-2-yl)propionic acid ethyl ester hydrochloride Cl.C(C)OC(CC(C1=NC=CC(=C1)Br)N)=O